2,2-dimethyl-3-oxo-propanoic acid CC(C(=O)O)(C=O)C